5-chloro-2-(((4-ethoxy-2,3,5,6-tetrafluorophenoxy)methyl)sulfonyl)thiazole ClC1=CN=C(S1)S(=O)(=O)COC1=C(C(=C(C(=C1F)F)OCC)F)F